2-(2-chlorophenyl)-4,5-di(methoxyphenyl)imidazole ClC1=C(C=CC=C1)C=1NC(=C(N1)C1=C(C=CC=C1)OC)C1=C(C=CC=C1)OC